C1(=C(C=CC=C1)C=1C=C(C=CC1)CC(=O)N)C 2-(3-o-tolylphenyl)acetamide